6-bromo-4-ethylphthalazin-1(2H)-one BrC=1C=C2C(=NNC(C2=CC1)=O)CC